C(N)(=O)C1=C(C(=NN1CC1=CC=C(C=C1)OC)N(C1CCN(CC1)C(=O)OC(C)(C)C)CC=C)[N+](=O)[O-] tert-Butyl 4-[{5-carbamoyl-1-[(4-methoxyphenyl)methyl]-4-nitro-1H-pyrazol-3-yl}(prop-2-en-1-yl)amino]piperidine-1-carboxylate